[3-[(E)-(1,3-benzothiazol-2-ylhydrazono)methyl]-4-[4-(6-prop-2-enoyloxyhexoxy)benzoyl]oxy-phenyl] 4-(6-prop-2-enoyloxyhexoxy)benzoate C(C=C)(=O)OCCCCCCOC1=CC=C(C(=O)OC2=CC(=C(C=C2)OC(C2=CC=C(C=C2)OCCCCCCOC(C=C)=O)=O)/C=N/NC=2SC3=C(N2)C=CC=C3)C=C1